2-(5-methyl-phenyl)pyridine CC=1C=CC=C(C1)C1=NC=CC=C1